7-(5-((3,3-dimethylmorpholino)sulfonyl)-2-methylphenyl)imidazo[2,1-f][1,2,4]triazin-4-amine CC1(COCCN1S(=O)(=O)C=1C=CC(=C(C1)C1=CN=C2C(=NC=NN21)N)C)C